C(C)N=S(=O)(C)C1=CC=C(C(=O)NC2=C(C=CC(=C2)C2=CC=C(C=C2)F)NC(OC(C)(C)C)=O)C=C1 tert-butyl N-[2-[[4-(N-ethyl-S-methyl-sulfonimidoyl)benzoyl]amino]-4-(4-fluorophenyl)phenyl]carbamate